4-fluoro-2-isopropoxy-phenol FC1=CC(=C(C=C1)O)OC(C)C